2,4,6-trifluorophenylmethylamine FC1=C(C(=CC(=C1)F)F)CN